CC1=NC=CN1C(C)(C)C methyl-3-tert-butyl-imidazole